N-[4-(3,4-dihydro-6,7-dimethoxyisoquinolin-2(1H)-yl)butyl]-2-methoxy-5-methylbenzamide COC=1C=C2CCN(CC2=CC1OC)CCCCNC(C1=C(C=CC(=C1)C)OC)=O